NC1=NC=CC(=C1C#CCN1CCOCC1)OC1=C(C=C(C=C1)NC(=O)C=1C(N(C(N(C1)CC=1N=C(SC1)C)=O)C1=CC=C(C=C1)F)=O)F N-(4-((2-amino-3-(3-morpholinoprop-1-yn-1-yl)pyridin-4-yl)oxy)-3-fluorophenyl)-3-(4-fluorophenyl)-1-((2-methylthiazol-4-yl)methyl)-2,4-dioxo-1,2,3,4-tetrahydropyrimidine-5-carboxamide